benzyl-p-phenylenediamine C(C1=CC=CC=C1)NC1=CC=C(C=C1)N